methyl 2-((4-(5-fluoro-4-hydroxypyrimidin-2-yl) cyclohex-3-en-1-yl) methyl)-3-(2-methoxyethyl)-3H-imidazo[4,5-b]pyridine-5-carboxylate FC=1C(=NC(=NC1)C1=CCC(CC1)CC1=NC=2C(=NC(=CC2)C(=O)OC)N1CCOC)O